FC(C(=O)O)(F)F.C(#N)CC(N1N=CC(=C1)C=1C2=C(N=CN1)NC=C2)C=2C=C(C(=O)NC1=CC=CC=C1)C=CC2 3-{2-cyano-1-[4-(7H-pyrrolo-[2,3-d]pyrimidin-4-yl)-1H-pyrazol-1-yl]ethyl}-N-phenylbenzamide trifluoroacetate